ClC1=CC(=CC(=N1)NCCSC)C1(COC1)CC1=NN=CN1C 6-chloro-4-{3-[(4-methyl-1,2,4-triazol-3-yl)methyl]oxetan-3-yl}-N-[2-(methylsulfanyl)ethyl]pyridin-2-amine